F[C@H]1CN(C[C@@H]1NC1=NC(=CC=C1)C1=CN=C2N1N=C(C=C2)OC2=CC=CC=C2)C(=O)OC(C)(C)C (3S,4S)-tert-butyl 3-fluoro-4-((6-(6-phenoxyimidazo[1,2-b]pyridazin-3-yl)pyridin-2-yl)amino)pyrrolidine-1-carboxylate